tert-butylpiperazine-1-methanol C(C)(C)(C)C1N(CCNC1)CO